ClC1=CC=C(C=C1)[C@H](C(=O)N1CCN(CC1)C=1C2=C(N=CN1)[C@@H](C[C@H]2C)O)CN2CC(C2)O (S)-2-(4-chlorophenyl)-1-(4-((5R,7R)-7-hydroxy-5-methyl-6,7-dihydro-5H-cyclopenta[d]pyrimidin-4-yl)piperazin-1-yl)-3-(3-hydroxyazetidin-1-yl)propan-1-one